potassium pentahydrogen bis(phosphate) [O-]P(=O)([O-])[O-].[K+].[K+].[K+]